(1-(3-cyano-4-(4-cyano-3-fluorophenyl)-5-(3-hydroxy-4-methoxyphenyl)pyridin-2-yl)piperidin-4-yl)amino-N-hydroxypyrimidine-5-carboxamide formate salt C(=O)O.C(#N)C=1C(=NC=C(C1C1=CC(=C(C=C1)C#N)F)C1=CC(=C(C=C1)OC)O)N1CCC(CC1)NC1=NC=C(C=N1)C(=O)NO